O[C@H]1CC[C@@H]2C(C[C@H]3[C@@H]4CC[C@H]([C@@H](CCCC(C)C)C)[C@]4(CC[C@@H]3[C@]2(C1)C)C)=O 2α-hydroxy-5α-cholestan-6-one